C(C)(C)(C)OC(=O)N1C2CN(CC1CC2)C=2C1=C(N=CN2)NC(=C1)C1=CC(=NC=C1)C#N 3-(6-(2-cyanopyridin-4-yl)-7H-pyrrolo[2,3-d]pyrimidin-4-yl)-3,8-diazabicyclo[3.2.1]octane-8-carboxylic acid tert-butyl ester